1'-(3-((3,4-dimethoxyphenyl)sulfonyl)-6-(methylthio)quinolin-4-yl)-[1,4'-bipiperidin]-4-ol COC=1C=C(C=CC1OC)S(=O)(=O)C=1C=NC2=CC=C(C=C2C1N1CCC(CC1)N1CCC(CC1)O)SC